2-[6-chloro-3-(ethylsulfonyl)pyridin-2-yl]-3-methyl-6-(trifluoromethyl)-3H-imidazo[4,5-b]pyridine ClC1=CC=C(C(=N1)C1=NC=2C(=NC=C(C2)C(F)(F)F)N1C)S(=O)(=O)CC